tert-butyl (2S,4R)-4-fluoro-2-[(1-methyl-1H-pyrazol-4-yl)carbamoyl]pyrrolidine-1-carboxylate F[C@@H]1C[C@H](N(C1)C(=O)OC(C)(C)C)C(NC=1C=NN(C1)C)=O